(+-)-10-camphorsulfonic acid sodium salt [Na+].C12(C(=O)CC(CC1)C2(C)C)CS(=O)(=O)[O-]